(R)-2-bromo-6-(3-(3-hydroxypyrrolidin-1-yl)propoxy)benzonitrile BrC1=C(C#N)C(=CC=C1)OCCCN1C[C@@H](CC1)O